2'-C-Ethynyluridine C#C[C@]1([C@@H]([C@H](O[C@H]1N2C=CC(=O)NC2=O)CO)O)O